C1=CC=CC=2SC3=CC=CC=C3N(C12)C1=C2C=CC3=CC=C(C4=CC=C(C=C1)C2=C43)P(C4=CC=CC=C4)(C4=CC=CC=C4)=O (6-(10H-phenothiazin-10-yl)pyrene-1-yl)diphenylphosphine oxide